(2,6-dimethyl-4H-pyran-4-ylidene)-3-oxoglutaronitrile CC=1OC(=CC(C1)=C(C#N)C(CC#N)=O)C